6,6-dimethyl-3-{1H,2H,3H,4H-pyrrolo[1,2-a]pyrazine-6-carbonyl}-3-azabicyclo[3.1.0]hexan CC1(C2CN(CC12)C(=O)C1=CC=C2N1CCNC2)C